BrC=1C(=C2N=CC=3N(C2=CC1)N=CC3C)F 7-bromo-6-fluoro-3-methylpyrazolo[1,5-a]quinoxaline